3-(5-(((1R,2S)-2-(((3-fluorobicyclo[1.1.1]pentan-1-yl)methyl)amino)cyclohexyl)oxy)-1-oxoisoindolin-2-yl)piperidine-2,6-dione FC12CC(C1)(C2)CN[C@@H]2[C@@H](CCCC2)OC=2C=C1CN(C(C1=CC2)=O)C2C(NC(CC2)=O)=O